3-(5-(3-methoxyphenyl)-1H-imidazol-2-yl)-1H-indazole-5-carboxylic acid COC=1C=C(C=CC1)C1=CN=C(N1)C1=NNC2=CC=C(C=C12)C(=O)O